N[C@H](C(=O)OC)[C@H](C)O methyl (2S,3S)-2-amino-3-hydroxybutanoate